Cl.ClCC=1N2C(SC1)=NC(C2)CCC2=CC=CC=C2 3-(chloromethyl)-6-phenethyl-5,6-dihydroimidazo[2,1-b]Thiazole hydrochloride